octylphenol sulfosuccinate S(=O)(=O)(O)C(C(=O)O)CC(=O)O.C(CCCCCCC)C1=C(C=CC=C1)O